CN1CC2(C3=NC=CC=C31)CC2 methyl-1',2'-dihydrospiro(cyclopropane-1,3'-pyrrolo[3,2-b]pyridine)